6-(pyridin-4-yl)quinazolin-8-ol N1=CC=C(C=C1)C=1C=C2C=NC=NC2=C(C1)O